(6R,6aS,11aR)-10-cyclopentyl-(cyclopropylmethyl)-2-methoxy-8-methyl-5,6,10,11-tetrahydro-6,11a-(epiminoethano)naphtho[2,1-f]indazol-6a(7H)-ol C1(CCCC1)N1N=C(C=2C[C@@]3([C@]4(CC12)C=1C(=C(C=CC1C[C@H]3NCC4)OC)CC4CC4)O)C